FC1=CC=C(C=C1)C1=NN(C=C1C=1C2=C(N=CN1)C=C(C(=N2)NC(=O)[C@]21COC[C@@H]1C2)OC)C (1R,5R)-N-(4-(3-(4-fluorophenyl)-1-methyl-1H-pyrazol-4-yl)-7-methoxypyrido[3,2-d]pyrimidin-6-yl)-3-oxabicyclo[3.1.0]hexane-1-carboxamide